C(C)(=O)[C@@](C(=O)O)(O)[C@@](O)([C@](O)([C@](O)(C(O)C(C)=O)C(C)=O)C(C)=O)C(C)=O 2,3,4,5,6-pentaacetylgluconic acid